N-(2,3-difluorophenyl)-3,4-dihydro-5-methyl-2H-pyrrol-2-carboxamid-1-oxid FC1=C(C=CC=C1F)NC(=O)C1[N+](=C(CC1)C)[O-]